3-((2-(3-(dimethylamino)phenoxy)ethoxy)methyl)-N-(3-methoxybenzyl)-N-(4-(pyrrolidin-1-yl)benzyl)aniline CN(C=1C=C(OCCOCC=2C=C(N(CC3=CC=C(C=C3)N3CCCC3)CC3=CC(=CC=C3)OC)C=CC2)C=CC1)C